C(C1=CC=CC=C1)NC(=S)SC[C@H](N)C(=O)O S-[N-benzyl-(thiocarbamyl)]-L-cysteine